2-[4-(methylsulfanyl)butanoyl]-5-({2-[4-(methylsulfanyl)butanoyl]-1,3-dioxo-2,3-dihydro-1H-inden-5-yl}sulfonyl)-2,3-dihydro-1H-indene-1,3-dione CSCCCC(=O)C1C(C2=CC=C(C=C2C1=O)S(=O)(=O)C=1C=C2C(C(C(C2=CC1)=O)C(CCCSC)=O)=O)=O